ClC1=CC=C(C=C1)C(C(CC(=O)O)C1=CC=CC=C1)=O 4-(4-chlorophenyl)-4-oxo-3-phenyl-butyric acid